FC(OC=1C=C(OC2=C(C=CC=C2)[N+](=O)[O-])C=CC1)(F)F 2-(3-trifluoromethoxyphenoxy)-nitrobenzene